C(=C)C1=C2C(CC2)=CC=C1 4-vinylbenzocyclobutene